3-METHYL-5-OXO-1-PHENYL-4,5-DIHYDRO-1H-PYRAZOLE-4-CARBALDEHYDE CC1=NN(C(C1C=O)=O)C1=CC=CC=C1